OC(CNC(C(=C)C)=O)C N-2-hydroxypropylmethacrylamide